BrC=1C=C(C=CC1Cl)CC(CC(=O)O)(Cl)Cl racemic-trans-3-(3-bromo-4-chlorophenyl)-2,2-dichloropropane-1-carboxylic acid